[Cl-].[NH4+].CC=1N(N=C2[C@H](CCCC12)C)CC(=O)N1[C@@H]([C@@H](CC1)OCC(=O)N)C1=C(C(=CC=C1)OC)C 2-[(2R,3R)-1-[2-[(7S)-3,7-Dimethyl-4,5,6,7-tetrahydroindazol-2-yl]acetyl]-2-(3-methoxy-2-methyl-phenyl)pyrrolidin-3-yl]oxyacetamide Ammonium chloride